cyanomethyl 2-[[4-[[2-(4-fluorophenyl)acetyl]amino]phenyl]methoxycarbonyl-methylamino]acetate FC1=CC=C(C=C1)CC(=O)NC1=CC=C(C=C1)COC(=O)N(CC(=O)OCC#N)C